tert-butyl 2-chloro-7,8-dihydro-5H-pyrido[4,3-d]pyrimidine-6-carboxylate ClC=1N=CC2=C(N1)CCN(C2)C(=O)OC(C)(C)C